NCC(=O)[O-].[Mn+2].NCC(=O)[O-] manganese (glycinate)